S1C2=C(C(=C1)C=1C=C(C=CC1)C1(CC1)C=1NC(C=3CN(CCCC3N1)C([C@@H](C=1C=C(C=CC1)C1=CC(=CC=C1)C(F)(F)F)O)=O)=O)C=CC=C2 (R)-2-(1-(3-(benzo[b]thiophen-3-yl)phenyl)cyclopropyl)-6-(2-hydroxy-2-(3'-(trifluoromethyl)-[1,1'-biphenyl]-3-yl)acetyl)-3,5,6,7,8,9-hexahydro-4H-pyrimido[5,4-c]azepin-4-one